(9S)-7-(4-chlorophenyl)-9-ethyl-4,5,13-trimethyl-3-thia-1,8,11,12-tetrazatricyclo[8.3.0.02,6]trideca-2(6),4,7,10,12-pentaene ClC1=CC=C(C=C1)C=1C=2C(=C(SC2N2C(=NN=C2[C@@H](N1)CC)C)C)C